[Na+].C(C)(=O)O[BH-](OC(C)=O)OC(C)=O triacetoxyborohydride sodium salt